C12CN(CC(CC1)N2)C=2C=1N(C=CN2)C(=NC1)N1C[C@@H](CCC1)NC1=NC=C(C=N1)C(F)(F)F N-((3R)-1-(8-(3,8-diazabicyclo[3.2.1]octan-3-yl)imidazo[1,5-a]pyrazin-3-yl)piperidin-3-yl)-5-(trifluoromethyl)pyrimidin-2-amine